(5R,8S)-N-(4-Chloro-2-fluoro-5-(trifluoromethyl)phenyl)-N'-cyano-1-fluoro-6,7,8,9-tetrahydro-5H-5,8-epiminocyclohepta[c]pyridine-10-carboximidamide ClC1=CC(=C(C=C1C(F)(F)F)NC(=NC#N)N1[C@@H]2CC[C@H]1CC=1C(=NC=CC12)F)F